4-[3-[4-[3-(Difluoromethyl)-4-nitro-pyrazol-1-yl]-1-piperidyl]propyl]-2-(2,6-dioxo-3-piperidyl)isoindoline-1,3-dione FC(C1=NN(C=C1[N+](=O)[O-])C1CCN(CC1)CCCC1=C2C(N(C(C2=CC=C1)=O)C1C(NC(CC1)=O)=O)=O)F